CC=1N=C(N(C1)C(=O)NCC#CC(C)C)OCCN1CCOCC1 4-Methyl-N-(4-methylpent-2-yn-1-yl)-2-(2-morpholinoethoxy)-1H-imidazole-1-carboxamide